6-(4-isopropyl-3-(5-(6-propyl-2,6-diazaspiro[3.3]heptan-2-yl)pyridin-2-yl)-1H-pyrazol-5-yl)-8-methoxy-[1,2,4]triazolo[1,5-a]pyridine C(C)(C)C=1C(=NNC1C=1C=C(C=2N(C1)N=CN2)OC)C2=NC=C(C=C2)N2CC1(C2)CN(C1)CCC